tert-Butyl 7-((2-(methoxycarbonyl)pyridin-4-yl)methyl)-2,7-diazaspiro[4.4]nonane-2-carboxylate COC(=O)C1=NC=CC(=C1)CN1CC2(CCN(C2)C(=O)OC(C)(C)C)CC1